NC(C(C(C[C@H]1C(NCC1)=O)NC([C@H](CC(C)(C)C)NC(\C=C\C1=C(C=C(C=C1)Cl)F)=O)=O)=O)=O (2S)-N-(4-amino-3,4-dioxo-1-((S)-2-oxopyrrolidin-3-yl)butan-2-yl)-2-((E)-3-(4-chloro-2-fluorophenyl)acrylamido)-4,4-dimethylpentanamide